(R)-1-(3-(1-(4-(2-fluoro-3-methoxyphenoxy)phenyl)-5-methylimidazo[1,5-a]pyrazin-3-yl)piperidin-1-yl)but-2-yn-1-one FC1=C(OC2=CC=C(C=C2)C=2N=C(N3C2C=NC=C3C)[C@H]3CN(CCC3)C(C#CC)=O)C=CC=C1OC